ClC1=C(C(=CC=C1)Cl)N1N=C(C(=C1)NC=1C=NC(=CC1)C(=O)N1CC(C1)(C)C)C(=O)N 1-(2,6-dichlorophenyl)-4-((6-(3,3-dimethylazetidine-1-carbonyl)pyridin-3-yl)amino)-1H-pyrazole-3-carboxamide